C1(CCC1)C1=CC(=C(C=C1C)N1C(C=CC2=CC(=CC=C12)S(=O)(=O)N(C1=NC=CC=N1)CC1=CC=C(C=C1)OC)=O)OC (P)-1-(4-cyclobutyl-2-methoxy-5-methylphenyl)-N-(4-methoxybenzyl)-2-oxo-N-(pyrimidin-2-yl)-1,2-dihydroquinoline-6-sulfonamide